5-methyl-2,4-dioxo-3,4-dihydropyrimidine CC=1C(NC(NC1)=O)=O